1-((R)-3-((S)-4,7-difluoro-7-isopropyl-5,6,7,8-tetrahydroacridine-2-carboxamido)-3-(4-(5-fluoro-6-hydroxypyridin-3-yl)phenyl)propyl)piperidine FC1=CC(=CC2=CC=3C[C@@](CCC3N=C12)(C(C)C)F)C(=O)N[C@H](CCN1CCCCC1)C1=CC=C(C=C1)C=1C=NC(=C(C1)F)O